C(C)(C)N(C(=O)C1=C(C=CC(=C1)F)N1C=C(C=2C1=CN=CC2)C(=O)C2CCN(CC2)C(=O)[C@@H]2[C@H]1C[C@H]1CN2C(=O)OC(C)(C)C)C(C)C tert-Butyl (1S,2S,5R)-2-(4-(1-(2-(diisopropylcarbamoyl)-4-fluorophenyl)-1H-pyrrolo[2,3-c]pyridine-3-carbonyl)piperidine-1-carbonyl)-3-azabicyclo[3.1.0]hexane-3-carboxylate